N=1N=CN2C1C=CC(=C2)C2=CNC=1N=C(N=C(C12)OC)NC1CC(C1)(C)N1C(CCC1)=O 1-((1r,3r)-3-((5-([1,2,4]triazolo[4,3-a]pyridin-6-yl)-4-methoxy-7H-pyrrolo[2,3-d]pyrimidin-2-yl)amino)-1-methylcyclobutyl)pyrrolidin-2-one